ClC=1C=CC2=C(C(=NCC3=C2N=C(N=C3)NC3=CC(=C(C(=O)O)C=C3)OC)C3=C(C=CC=C3OC)F)C1 4-((9-chloro-7-(2-fluoro-6-methoxyphenyl)-5H-benzo[c]pyrimido[4,5-e]azepin-2-yl)amino)-2-methoxybenzoic acid